C(C)(C)C1OC2=C(N(C1=O)C)C=C(C=C2C=2C1=C(C(N(C2)C)=O)NC=C1)S(=O)(=O)N(C)C 2-isopropyl-N,N,4-trimethyl-8-(6-methyl-7-oxo-6,7-dihydro-1H-pyrrolo[2,3-c]pyridin-4-yl)-3-oxo-3,4-dihydro-2H-1,4-benzoxazine-6-sulfonamide